ClC=1C(=NC=C(C1)F)C(C)NC(C1=CC(=CC(=C1)OCC1CCOCC1)C=1SC(=CN1)C)=O N-[1-(3-Chloro-5-fluoropyridin-2-yl)ethyl]-3-(5-methyl-1,3-thiazol-2-yl)-5-(tetrahydro-2H-pyran-4-ylmethoxy)benzamide